ClC1=C(C=C(OCC(=O)O)C=C1)N1C(NC(CC1)=O)=O 4-Chloro-3-(2,4-dioxohexahydropyrimidin-1-yl)phenoxylacetic acid